Cl.ClC=1C(=NC(=NC1NC1=C(C=C(C=C1Cl)Cl)Cl)C)NCC1CC1 chloro-N-(cyclopropylmethyl)-2-methyl-N'-(2,4,6-trichlorophenyl)-4,6-pyrimidinediamine hydrochloride